[Ti].ClC(C(C)(C)C1=CC(=NN1)C(C)(C)C)(Cl)Cl trichloro(3,5-di-tert-butylpyrazole) titanium